O=C1NC(=NO1)C=1C(=NC=CN1)NC1=CC=C(C=C1)C1(CCC1)C#N 1-[4-[[3-(5-oxo-4H-1,2,4-oxadiazol-3-yl)pyrazin-2-yl]amino]phenyl]cyclobutanecarbonitrile